3-bromo-N-(4-fluorophenyl)benzene-aminium chloride [Cl-].BrC=1C=C(C=CC1)[NH2+]C1=CC=C(C=C1)F